C12CCC(C=C1)C2 Racemic-bicyclo[2.2.1]-5-heptene